CN1C(C(CCC1=O)N1C(C2=CC=CC=C2C1)=O)=O 2-(1-methyl-2,6-dioxo-3-piperidyl)-1-oxo-isoindolin